dinitroindanone [N+](=O)([O-])C1(C(C2=CC=CC=C2C1)=O)[N+](=O)[O-]